(2-(4-(benzo[d][1,3]dioxin-5-ylmethyl)piperazin-1-yl)ethyl)-4-benzyl-1,2,4-thiadiazolidine-3,5-dione O1COCC2=C1C=CC=C2CN2CCN(CC2)CCN2SC(N(C2=O)CC2=CC=CC=C2)=O